[N+](=O)([O-])C1=C(C=CC=C1)S(=O)(=O)NC(CC(=O)[O-])C 3-[(2-nitrophenyl)sulfonylamino]butanoate